FC1=C(C=C(OC2CC(C2)NCC2=C3C=C(N=CC3=CC=C2)N)C=C1)C(F)(F)F 5-((((1r,3r)-3-(4-fluoro-3-(trifluoromethyl)phenoxy)cyclobutyl)amino)methyl)isoquinolin-3-amine